7-((1S)-1-(2-(aminomethyl)-6-oxo-5-oxa-7-azaspiro[3.4]octan-7-yl)ethyl)-3-(3-fluoro-4-((S-methylsulfonimidoyl)methyl)phenyl)-1H-indole-2-carboxylic acid NCC1CC2(C1)OC(N(C2)[C@@H](C)C=2C=CC=C1C(=C(NC21)C(=O)O)C2=CC(=C(C=C2)CS(=O)(=N)C)F)=O